C(C)(C)(C)N(C(O)=O)[C@@H](C(F)F)CCN(C(CO)=O)[C@H](C(C)(C)C)C=1N(C=C(C1)C1=C(C=CC(=C1)F)F)CC1=CC=CC=C1.CC=1C=C(C=C(C1N)C)C1=CC(=C(N)C(=C1)C)C |&1:8| 3,3',5,5'-tetramethylbenzidine tert-butyl-{(2RS)-4-[{(1R)-1-[1-benzyl-4-(2,5-difluorophenyl)-1H-pyrrol-2-yl]-2,2-dimethylpropyl}(hydroxyacetyl)amino]-1,1-difluorobutan-2-yl}carbamate